C(C)(C)(C)C1=CC(=C(C=C1)C=1N[C@]([C@](N1)(C)C1=CC=C(C=C1)Cl)(C)C1=CC=C(C=C1)Cl)OCC (4S,5R)-2-(4-(tert-butyl)-2-ethoxyphenyl)-4,5-bis(4-chlorophenyl)-4,5-dimethyl-4,5-dihydro-1H-imidazole